C1(CCC1)NC1=CC(C1=O)=O 4-(cyclobutylamino)cyclobut-3-ene-1,2-dione